C(C1=CC=CC=C1)(=O)N1C(C2=CC=C(C=C2C1=O)I)=O 2-benzoyl-5-iodoisoindoline-1,3-dione